6-ISOPROPENYL-3-METHYL-9-DECENYL ACETAT C(C)(=O)OCCC(CCC(CCC=C)C(=C)C)C